ClC1=C(CSC2=NN=C3N2C(=CC(N3)=O)CC3CC3)C(=CC=C1)F 3-[(2-chloro-6-fluorobenzyl)sulfanyl]-5-(cyclopropylmethyl)[1,2,4]triazolo[4,3-a]pyrimidin-7(8H)-one